(R)-2-chloro-N4-(1-(3,5-dichloropyridin-2-yl)ethyl)pyrimidine-4,5-diamine ClC1=NC=C(C(=N1)N[C@H](C)C1=NC=C(C=C1Cl)Cl)N